3-(1H-pyrazol-3-yl)-1H-pyrrolo[2,3-b]pyridin N1N=C(C=C1)C1=CNC2=NC=CC=C21